O1C(=CC=C1C(=O)O)C(=O)O.CC(CCC)O.CC(CCC)O di-2-pentanol 2,5-furandicarboxylate